OCCC[N+]1=CC=C(C=C1)CCCO 1,4-bis(3-hydroxypropyl)pyridinium